NC1=C(C(=NN1CC(C(F)(F)F)C)C1=CC=C(C=C1)CNC(C1=C(C=CC(=C1)F)OC)=O)C#N N-[[4-[5-Amino-4-cyano-1-(3,3,3-trifluoro-2-methyl-propyl)pyrazol-3-yl]phenyl]methyl]-5-fluoro-2-methoxy-benzamide